tert-butyl (S)-7-(4-(2-(2,5-dihydrofuran-3-yl)phenyl)piperidin-1-yl)-5-oxa-2-azaspiro[3.4]octane-2-carboxylate O1CC(=CC1)C1=C(C=CC=C1)C1CCN(CC1)[C@@H]1COC2(CN(C2)C(=O)OC(C)(C)C)C1